N-[(2S)-1-[(2s,4r)-2-[5-[(4-bromophenyl)methyl]-1H-imidazol-2-yl]-4-hydroxypyrrolidin-1-yl]-3,3-dimethyl-1-oxobutan-2-yl]acetamide BrC1=CC=C(C=C1)CC1=CN=C(N1)[C@H]1N(C[C@@H](C1)O)C([C@H](C(C)(C)C)NC(C)=O)=O